5-chloro-2-(difluoromethyl)-N-((1r,4r)-4-((3-(5-fluoro-6-(methylamino)pyridin-3-yl)-2-oxo-2,3-dihydro-1H-benzo[d]imidazol-1-yl)methyl)cyclohexyl)nicotinamide ClC=1C=NC(=C(C(=O)NC2CCC(CC2)CN2C(N(C3=C2C=CC=C3)C=3C=NC(=C(C3)F)NC)=O)C1)C(F)F